(R)-3-((5-(1H-indazol-7-yl)pyrazin-2-yl)carbamoyl)-3-fluoropiperidine-1-carboxylic acid tert-butyl ester C(C)(C)(C)OC(=O)N1C[C@@](CCC1)(F)C(NC1=NC=C(N=C1)C=1C=CC=C2C=NNC12)=O